C(C)(=O)N[C@H]([C@H](C)O)C1(CCN(CC1)C(=O)OC(C)(C)C)CO tert-butyl 4-((1S,2S)-1-acetamido-2-hydroxypropyl)-4-(hydroxymethyl)piperidine-1-carboxylate